C(C)(C)(C)OC1=CC=C(C=C)C=C1 p-(tert-butoxy)styrene